C(=C)[Si](Cl)(Cl)Cl vinyl-trichloro-silane